1-(6-(4-chlorophenyl)-2-(pyridin-3-yl)pyrimidin-4-yl)-4-(3-(trifluoromethyl)phenyl)piperidin-4-ol ClC1=CC=C(C=C1)C1=CC(=NC(=N1)C=1C=NC=CC1)N1CCC(CC1)(O)C1=CC(=CC=C1)C(F)(F)F